3-(5-(difluoromethyl)-1,3,4-thiadiazol-2-yl)-N-(3-ethynyloxetan-3-yl)-8-(4-isobutyrylpiperazin-1-yl)-[1,2,4]triazolo[4,3-a]pyridine-6-sulfonamide FC(C1=NN=C(S1)C1=NN=C2N1C=C(C=C2N2CCN(CC2)C(C(C)C)=O)S(=O)(=O)NC2(COC2)C#C)F